CC1(C(NCC1)C(=O)OCC)C ethyl 3,3-dimethylpyrrolidine-2-carboxylate